C(C)N1C([C@@H]2[C@H](C1=O)C=N[C@]2(P(OCC)(=O)OCC)C2=CC=CC=C2)=O |r| diethyl (1RS,3aSR,6aSR)-5-ethyl-4,6-dioxo-1-phenyl-1,3a,4,5,6,6a-hexahydropyrrolo[3,4-c]pyrrole-1-phosphonate